(E)-N-(2,4-dimethoxy-5-((4-(1-methyl-1H-indol-3-yl)pyrimidin-2-yl)amino)phenyl)-4-(dimethylamino)but-2-enamide COC1=C(C=C(C(=C1)OC)NC1=NC=CC(=N1)C1=CN(C2=CC=CC=C12)C)NC(\C=C\CN(C)C)=O